(S)-N-ethyl-N-(1-(4-fluorophenyl)ethyl)-2-(2,2,2-trifluoroacetyl)-1,2,3,4-tetrahydroisoquinoline-7-sulfonamide C(C)N(S(=O)(=O)C1=CC=C2CCN(CC2=C1)C(C(F)(F)F)=O)[C@@H](C)C1=CC=C(C=C1)F